C1(=CC=CC=2C3=CC=CC=C3C3=CC=CC=C3C12)C1=C(C=CC=C1)C1=CC=CC=2OC3=C(C21)C=CC=C3 (triphenylenyl)(dibenzofuranyl)benzene